8,9-dibromo-3-ethyl-2,3,4,5-tetrahydro-1H-naphtho[2,3-d]azepine-6,11-dione BrC=1C=C2C(C3=C(CCN(CC3)CC)C(C2=CC1Br)=O)=O